C[C@]12CCC(=O)C=C1CC[C@@H]3[C@@H]2C(=O)C[C@]4([C@H]3CC[C@@H]4O)C The molecule is a 3-oxo Delta(4)-steroid that is testosterone carrying an additional oxo substituent at position 11. It has a role as an androgen, a marine xenobiotic metabolite and a human metabolite. It is a 3-oxo-Delta(4) steroid, an 11-oxo steroid, an androstanoid and a 17beta-hydroxy steroid. It derives from a testosterone. It derives from a hydride of an androstane.